N1=C(C=CC=C1)NCCN N-(2-pyridinyl)ethylenediamine